cyclobutene-1,2-diamine C1(=C(CC1)N)N